C[C@H]1CN(C[C@H](O1)C)CCN1C=NC2=CC=C(C=C2C1=O)OC1=CC(=NC=C1)C=1C=NN(C1)C 3-{2-[(2S,6R)-2,6-dimethylmorpholin-4-yl]ethyl}-6-{[2-(1-methylpyrazol-4-yl)-4-pyridyl]oxy}quinazolin-4-one